2-(3-cyclopropyl-1,2,4-oxadiazol-5-yl)acetonitrile C1(CC1)C1=NOC(=N1)CC#N